(2R,3S)-3-((2-chloro-6-fluorothiazolo[5,4-b]pyridin-5-yl)oxy)butan-2-yl (2-(2-((tert-butyldimethylsilyl)oxy)ethoxy)pyrimidin-5-yl)carbamate [Si](C)(C)(C(C)(C)C)OCCOC1=NC=C(C=N1)NC(O[C@H](C)[C@H](C)OC1=C(C=C2C(=N1)SC(=N2)Cl)F)=O